2-methylpropan-2-yl 3-{5-[5-(chloromethyl)-1,3,4-oxadiazol-2-yl]pyrimidin-2-yl}tetrahydropyrrole-1-carboxylate ClCC1=NN=C(O1)C=1C=NC(=NC1)C1CN(CC1)C(=O)OC(C)(C)C